1-(2-chlorophenyl)-7-cyclopropyl-4-((5-methylisoxazol-4-yl)amino)quinazolin-2(1H)-one ClC1=C(C=CC=C1)N1C(N=C(C2=CC=C(C=C12)C1CC1)NC=1C=NOC1C)=O